O(C1=CC=CC=C1)C1CCN(CC1)C1=C(N=CS1)C(=O)[O-] 5-(4-phenoxypiperidin-1-yl)-1,3-thiazole-4-carboxylate